BrC1=C(C=C(C=C1N(C1=CC2=CC=CC=C2C=C1)C1=CC2=CC=CC=C2C=C1)C)N(C1=CC=C(C=C1)C(C)(C)C)C1=CC=C(C=C1)C(C)(C)C 2-bromo-N1,N1-bis(4-(tert-butyl)phenyl)-5-methyl-N3,N3-di(naphthalen-2-yl)benzene-1,3-diamine